2-((4-(trifluoromethyl)phenoxy)methyl)oxirane FC(C1=CC=C(OCC2OC2)C=C1)(F)F